ethyl 4-(1-(4-((5-chloro-3-fluoropyridin-2-yl) oxy)-2-fluorophenyl)-1H-1,2,3-triazol-4-yl)-3-oxobutanoate ClC=1C=C(C(=NC1)OC1=CC(=C(C=C1)N1N=NC(=C1)CC(CC(=O)OCC)=O)F)F